(S)-2-((2-((S)-7-(difluoromethyl)-5-carbonyl-4-oxa-6-azaspiro[2.4]heptan-6-yl)-5,6-dihydrobenzo[f]imidazo[1,2-d][1,4]oxazepin-9-yl)amino)propanamide FC([C@H]1N(C(OC12CC2)=C=O)C=2N=C1N(CCOC3=C1C=CC(=C3)N[C@H](C(=O)N)C)C2)F